6-Chloro-1-(4,6-diisopropylpyrimidin-5-yl)-4-[(2S)-4-[(E)-4-(dimethylamino)but-2-enoyl]-2-methyl-piperazin-1-yl]-7-(2-fluorophenyl)pyrido[2,3-d]pyrimidin-2-one ClC1=CC2=C(N(C(N=C2N2[C@H](CN(CC2)C(\C=C\CN(C)C)=O)C)=O)C=2C(=NC=NC2C(C)C)C(C)C)N=C1C1=C(C=CC=C1)F